bromobenzyl-acrylat BrC=C(C(=O)[O-])CC1=CC=CC=C1